1-((2R,5S)-4-((R)-6-chloro-7-(2,6-dimethyl-2H-indazol-7-yl)-2-(3-(dimethylamino)azetidin-1-yl)-8-fluoroquinazolin-4-yl)-2,5-dimethylpiperazin-1-yl)prop-2-en-1-one ClC=1C=C2C(=NC(=NC2=C(C1C1=C(C=CC2=CN(N=C12)C)C)F)N1CC(C1)N(C)C)N1C[C@H](N(C[C@@H]1C)C(C=C)=O)C